N[C@H](C(=O)O)CC1=CC=C(C=C1)C1=C(C=CC=C1)OC (S)-2-amino-3-(2'-methoxy-[1,1'-biphenyl]-4-yl)propanoic acid